5-(2-(1,3,4,5-tetrahydro-[1,2]oxazepino[3,4-b]quinolin-9-yl)ethyl)cyclopentane-1,2-diol N1OCCCC=2C1=NC1=CC(=CC=C1C2)CCC2CCC(C2O)O